NC1=C(C=CC=C1)S(C[C@H](N)C(=O)O)(=O)=O S-(2-Aminophenyl)-L-cysteine S,S-dioxide